tert-Butyl 3-[[4-[(3R,5R)-5-[(3-bromo-4-oxo-pyrido[1,2-a]pyrimidin-2-yl)amino]-1-methyl-3-piperidyl]phenoxy]methyl]pyrrolidine-1-carboxylate BrC1=C(N=C2N(C1=O)C=CC=C2)N[C@@H]2C[C@@H](CN(C2)C)C2=CC=C(OCC1CN(CC1)C(=O)OC(C)(C)C)C=C2